[N+](=O)([O-])C1=CC=C(C=C1)S(=O)(=O)NC([C@H](CC1=CC=C(C=C1)OCC1=CC=C(C=C1)Br)NC(CN1C(SC(C1=O)=CC1=CC=C(C=C1)C1=CC=C(C=C1)Cl)=O)=O)=O (S)-N-(4-Nitrobenzenesulfonyl)-2-(2-(5-((4'-chloro-[1,1'-biphenyl]-4-yl)methylene)-thiazolidine-2,4-dione-3-yl)acetamido)-3-(4-(4-bromobenzyloxy)phenyl)propionamide